5-chloromethyl-2,4-dihydro[1,2,4]triazole ClCC=1NCNN1